3-Cyclopropyl-6-Methyl-1-[(1R)-1-[5-(Trifluoromethyl)Pyridin-2-Yl]Ethyl]-1H,4H,5H-Pyrazolo[3,4-d]Pyrimidin-4-One C1(CC1)C1=NN(C=2N=C(NC(C21)=O)C)[C@H](C)C2=NC=C(C=C2)C(F)(F)F